C(C)(C)C1=C(C=CC=C1)[C@H]1N(CCN(C1)CC=1C=NN(C1)C)C1CC2(C1)CCN(CC2)C2=CC=C(C(=O)N)C=C2 4-(2-((R)-2-(2-isopropylphenyl)-4-((1-methyl-1H-pyrazol-4-yl)methyl)piperazin-1-yl)-7-azaspiro[3.5]nonan-7-yl)benzamide